C(=O)(OC(C)(C)C)N1CC(N(CC1)C1=NC(=NC(=N1)NC(CCO)C1=C(C=CC=C1)Cl)NC)C(=O)O 4-Boc-1-(4-(1-(2-chlorophenyl)-3-hydroxypropyl-amino)-6-methylamino-1,3,5-triazin-2-yl)piperazine-2-carboxylic acid